C(C)(C)C1=C(NC2=CC=C(C=C12)C1CCNCC1)C=1C=CC(N(C1)CC(=O)N)=O 2-(5-(3-isopropyl-5-(piperidin-4-yl)-1H-indol-2-yl)-2-oxopyridin-1(2H)-yl)acetamide